N-(2,2-dimethyl-3-vinyl-2H-chromen-7-yl)acetamide CC1(OC2=CC(=CC=C2C=C1C=C)NC(C)=O)C